4-[(2S,6R)-2-[[3-(3-amino-3-methyl-azetidin-1-yl)spiro[5H-furo[3,4-b]pyridine-7,3'-azetidine]-1'-yl]methyl]-6-methyl-morpholin-4-yl]-3-fluoro-pyrazolo[1,5-a]pyridine-7-carbonitrile NC1(CN(C1)C=1C=C2C(=NC1)C1(CN(C1)C[C@H]1CN(C[C@H](O1)C)C=1C=3N(C(=CC1)C#N)N=CC3F)OC2)C